3,5-bis((1-hydroxy-3,4-dihydro-1H-benzo[c][1,2]oxaborinine-7-carboxamido)methyl)benzoic acid OB1OCCC2=C1C=C(C=C2)C(=O)NCC=2C=C(C(=O)O)C=C(C2)CNC(=O)C=2C=CC1=C(B(OCC1)O)C2